O\N=C\C1([C@H]2CN(C[C@@H]12)C(=O)OC(C)(C)C)C tert-butyl (1R,5S,6r)-6-[(E)-(hydroxyimino)methyl]-6-methyl-3-azabicyclo[3.1.0]hexane-3-carboxylate